C1(=CC=CC2=CC=CC=C12)C1=C(C=CC=C1)NC1=C(C=CC=C1)C1=CC=CC2=CC=CC=C12 bis(naphthylphenyl)amine